(Z)-5-chloro-2-hydroxy-3-((4-hydroxy-1-(4-hydroxyphenyl)-3-oxobutan-2-ylimino)-methyl)phenyl 4-meth-ylbenzoate CC1=CC=C(C(=O)OC2=C(C(=CC(=C2)Cl)\C=N/C(CC2=CC=C(C=C2)O)C(CO)=O)O)C=C1